3-methyl-N-[2-oxo-2-(2,2,2-trifluoroethylamino)ethyl]-5-[(5S)-5-[3-chloro-2-fluoro-5-(trifluoromethyl)phenyl]-5-(trifluoromethyl)-4H-isoxazol-3-yl]thiophene-2-carboxamide CC1=C(SC(=C1)C1=NO[C@](C1)(C(F)(F)F)C1=C(C(=CC(=C1)C(F)(F)F)Cl)F)C(=O)NCC(NCC(F)(F)F)=O